The molecule is an acyl-CoA oxoanion arising from deprotonation of phosphate and diphosphate functions as well as protonation of the amino group of 3-aminobutyryl-CoA; major species at pH 7.3. It is a conjugate base of a 3-aminobutyryl-CoA. CC(CC(=O)SCCNC(=O)CCNC(=O)[C@@H](C(C)(C)COP(=O)([O-])OP(=O)([O-])OC[C@@H]1[C@H]([C@H]([C@@H](O1)N2C=NC3=C(N=CN=C32)N)O)OP(=O)([O-])[O-])O)[NH3+]